C(#N)C=1C=C2C=CC(OC2=CC1)=O 6-cyanocumarin